FC=1C(=C(C=CC1F)C1=C(COC(C1)(C)C)C(=O)OC)OC methyl 4-(3,4-difluoro-2-methoxyphenyl)-6,6-dimethyl-5,6-dihydro-2H-pyran-3-carboxylate